C(C)(C)(C)OC(=O)N1C[C@H]([C@H](CC1)NC1=NC=C(C=C1)OC(F)(F)F)C (3R,4S)-3-methyl-4-[[5-(trifluoromethoxy)-2-pyridinyl]amino]piperidine-1-carboxylic acid tert-butyl ester